ClC1=C(COC2=CC=C3CCCOC3=C2)C=CC=C1 (S)-7-((2-chlorobenzyl)oxy)chromane